C(C)(C)N1CCC(CC1)(C)CN1C(=NC2=C1CNC2)C=2C=C1C=NNC1=CC2 5-(((1-isopropyl-4-methylpiperidin-4-yl)methyl)-1,4,5,6-tetrahydropyrrolo[3,4-d]imidazol-2-yl)-1H-indazole